1-N-propylformamide C(CC)NC=O